N1N=CC2=CC=C(C=C12)CN(C=1SC=C(N1)CN1CCN(CC1)C)CC1=CC(=CC=C1)OC N-((1H-indazol-6-yl)methyl)-N-(3-methoxybenzyl)-4-((4-methylpiperazin-1-yl)methyl)thiazol-2-amine